O=C1COC=CC1 3-oxo-1H-pyran